C1C(CCCCCCC)O1 epoxynonane